bromo-N,N-bis(4-methoxybenzyl)-2-(pentan-2-yloxy)imidazo[2,1-f][1,2,4]triazin-4-amine BrC=1N=C2C(=NC(=NN2C1)OC(C)CCC)N(CC1=CC=C(C=C1)OC)CC1=CC=C(C=C1)OC